(R)-5-(4-(1-((5-fluoro-6-(4-(methylsulfonyl)phenyl)imidazo[2,1-b][1,3,4]thiadiazol-2-yl)oxy)ethyl)piperidin-1-yl)-3-isopropyl-1,2,4-oxadiazol FC1=C(N=C2SC(=NN21)O[C@H](C)C2CCN(CC2)C2=NC(=NO2)C(C)C)C2=CC=C(C=C2)S(=O)(=O)C